6-morpholino-8-(pyridin-4-yl)-9H-purine-2-carbonitrile O1CCN(CC1)C1=C2N=C(NC2=NC(=N1)C#N)C1=CC=NC=C1